C(=O)O.N[C@H](C(F)C1=C(C2=NC(=CC(=C2S1)NCC=1SC=CC1)Cl)Cl)C 2-[(2S)-2-amino-1-fluoro-propyl]-3,5-dichloro-N-(2-thienylmethyl)thieno[3,2-b]pyridin-7-amine formic acid salt